(3-hydroxytetrahydrofuran-3-yl)methyl 4-methylbenzenesulfonate CC1=CC=C(C=C1)S(=O)(=O)OCC1(COCC1)O